DIINDOLYLMETHAN N1C(=CC2=CC=CC=C12)CC=1NC2=CC=CC=C2C1